C(CCC)N(CCCC)C(C)O N,N-dibutylaminoethanol